ClC1=C(OC2=NC=C(C(=C2)S(=O)(=O)NC2CC(C2)([2H])O)O)C(=CC(=C1)N1N=C(C(NC1=O)=O)C(F)F)Cl 2-(2,6-dichloro-4-(6-(difluoromethyl)-3,5-dioxo-4,5-dihydro-1,2,4-triazin-2(3H)-yl)phenoxy)-5-hydroxy-N-((1s,3s)-3-hydroxycyclobutyl-3-d)pyridine-4-sulfonamide